thiosilicic acid [Si](S)(O)(O)O